C1(=CC=CC=C1)C=1SC=C(N1)[C@H](CC1=CC=C(C=C1)[N+](=O)[O-])NC1=C(N=CS1)C(=O)OC (S)-methyl 5-[1-(2-phenylthiazol-4-yl)-2-(4-nitrophenyl)-ethylamino]Thiazole-4-carboxylate